[Ir](Cl)Cl.C1(=CC=CC=C1)C1=NC=CC=C1.C1(=CC=CC=C1)C1=NC=CC=C1.C1(=CC=CC=C1)C1=NC=CC=C1 tri(2-phenylpyridine) iridium dichloride